methyl (1S,3R)-2-acryloyl-1-(benzo[d][1,3]dioxol-5-yl)-6-(prop-2-yn-1-yloxy)-2,3,4,9-tetra-hydro-1H-pyrido[3,4-b]indole-3-carboxylate C(C=C)(=O)N1[C@H](C=2NC3=CC=C(C=C3C2C[C@@H]1C(=O)OC)OCC#C)C1=CC2=C(OCO2)C=C1